1-ethoxy-11-chloro-1,7-undecadiene C(C)OC=CCCCCC=CCCCCl